FC(C=1C=C(C=C(C1)S(=O)(=O)C)NC1=C(C=NC(=C1)NC(C)=O)C1=NC=C(C=C1)C(C)(C)O)F N-(4'-((3-(difluoromethyl)-5-(methylsulfonyl)phenyl)amino)-5-(2-hydroxypropan-2-yl)-[2,3'-bipyridin]-6'-yl)acetamide